3,5-dicarboxybiphenyl C(=O)(O)C=1C=C(C=C(C1)C(=O)O)C1=CC=CC=C1